N1N=CC2=C(C=CC=C12)CN1N=CC2=C(C1=O)N(C1=C2SC(=N1)CO)C 6-((1H-indazol-4-yl)methyl)-2-(hydroxymethyl)-4-methyl-4,6-dihydro-5H-thiazolo[5',4':4,5]pyrrolo[2,3-d]pyridazin-5-one